di-tert-butyl ((3-methyl-5-(2-methyl-4-(6-(trifluoromethyl)quinazolin-2-yl)phenyl)-4-oxo-4,5,6,7-tetrahydropyrazolo[1,5-a]pyrazin-2-yl)methyl) phosphate P(=O)(OC(C)(C)C)(OC(C)(C)C)OCC1=NN2C(C(N(CC2)C2=C(C=C(C=C2)C2=NC3=CC=C(C=C3C=N2)C(F)(F)F)C)=O)=C1C